Racemic-3-(3-chloro-4-fluorophenyl)-1-(1-(6-methoxy-1-oxo-1,2-dihydroisoquinolin-4-yl)ethyl)-1-methylurea ClC=1C=C(C=CC1F)NC(N(C)[C@H](C)C1=CNC(C2=CC=C(C=C12)OC)=O)=O |r|